OC(C1CCN(CC1)C(=O)C=1CC(N=CC1)=O)(C1=CC=CC=C1)C1=CC=CC=C1 4-[4-(hydroxydiphenylmethyl)piperidine-1-carbonyl]-2,3-dihydropyridin-2-one